C(CC=C)C1(CCC1)C(=O)N(C)OC 1-but-3-enyl-N-methoxy-N-methyl-cyclobutanecarboxamide